1-(4-methoxybenzyl)-5-oxo-(3S)-Z-propenyl-pyrrolidin COC1=CC=C(C/C(=C/C)/N2CCCC2=O)C=C1